[Pd](Cl)Cl.C1(C#CC#C1)[PH](C1=CC=CC=C1)C1=CC=CC=C1.C1(C#CC#C1)[PH](C1=CC=CC=C1)C1=CC=CC=C1 bis((cyclopenta-2,4-diyn-1-yl)diphenyl-λ4-phosphane) palladium dichloride